[N].CC1=CN=C(S1)C=1C=C(C(=O)N[C@H](C)C=2N=NC(=CC2)C(F)(F)F)C=C(C1)O[C@@H]1COCC1 3-(5-methyl-1,3-thiazol-2-yl)-5-[(3S)-tetrahydro-furan-3-yloxy]-N-{(1R)-1-[6-(trifluoromethyl)pyridazin-3-yl]ethyl}benzamide Nitrogen